2-(6-(4-chlorobenzyl)-9-isopropyl-7,10-dioxo-2,6,9-triazaspiro[4.5]decan-2-yl)isonicotinonitrile ClC1=CC=C(CN2C3(CCN(C3)C=3C=C(C#N)C=CN3)C(N(CC2=O)C(C)C)=O)C=C1